C(C1=CC=CC=C1)OC(N[C@H]1CC(CCC1)=O)=O (R)-(3-Oxocyclohexyl)carbamic acid benzyl ester